C(C)(C)(C)OC(NC1=C(C=C(C=C1)Br)N)=O (2-amino-4-bromophenyl)carbamic acid tert-butyl ester